O=C1NC(CCC1N1C(C2=CC=C(C=C2C1=O)C1(CCN(CC1)CC=1C=C(C#N)C=CC1)O)=O)=O 3-((4-(2-(2,6-dioxopiperidin-3-yl)-1,3-dioxoisoindolin-5-yl)-4-hydroxypiperidin-1-yl)methyl)benzonitrile